tert-butyl (1-(4-(methylcarbamoyl)phenyl)-1,2,3,4-tetrahydroquinolin-3-yl)carbamate CNC(=O)C1=CC=C(C=C1)N1CC(CC2=CC=CC=C12)NC(OC(C)(C)C)=O